(R)-2-chloro-N-(2,4-dimethoxybenzyl)-4-(3-(dimethylamino)-3-(3-(trifluoromethyl)-phenethyl)-piperidin-1-yl)-6-methyl-N-(pyrimidin-4-yl)benzenesulfonamide ClC1=C(C(=CC(=C1)N1C[C@](CCC1)(CCC1=CC(=CC=C1)C(F)(F)F)N(C)C)C)S(=O)(=O)N(C1=NC=NC=C1)CC1=C(C=C(C=C1)OC)OC